N-dodecylpropylenediamine dioleate C(CCCCCCC\C=C/CCCCCCCC)(=O)O.C(CCCCCCC\C=C/CCCCCCCC)(=O)O.C(CCCCCCCCCCC)NCC(C)N